CN([P@@](O)(=S)OC1(COC1)CN)C 3-(aminomethyl)oxetan-3-ol hydrogen (s)-dimethylphosphoramidothioate